methyl (3E,8Z,11Z)-3,8,11-tetradecatrienoate C(C\C=C\CCC\C=C/C\C=C/CC)(=O)OC